COC=1C(=C2C=CNC2=C(C1)C)CN1C(CC2(CC(C2)C#N)CC1)C1=CC=C(C=C1)C(=O)N1CC(NCC1)=O 7-((5-methoxy-7-methyl-1H-indol-4-yl)methyl)-6-(4-(3-oxopiperazine-1-carbonyl)phenyl)-7-azaspiro[3.5]nonane-2-carbonitrile